[6-(5-cyclopropyl-4H-1,2,4-triazol-3-yl)-2-azaspiro[3.3]heptan-2-yl]-[6-[(5-fluoro-3-pyridyl)methyl]-2-azaspiro[3.3]heptan-2-yl]methanone C1(CC1)C=1NC(=NN1)C1CC2(CN(C2)C(=O)N2CC3(C2)CC(C3)CC=3C=NC=C(C3)F)C1